3-([1,1'-biphenyl]-4-yl)-5-phenyl-4-hydroxy-1H-pyrazole C1(=CC=C(C=C1)C1=NNC(=C1O)C1=CC=CC=C1)C1=CC=CC=C1